4-[(2R,5R)-5-(6-amino-2-fluoro-purin-9-yl)-2-[[bis(4-methoxyphenyl)-phenyl-methoxy]methyl]tetrahydrofuran-3-yl]oxy-4-oxo-butanoic acid NC1=C2N=CN(C2=NC(=N1)F)[C@H]1CC([C@H](O1)COC(C1=CC=CC=C1)(C1=CC=C(C=C1)OC)C1=CC=C(C=C1)OC)OC(CCC(=O)O)=O